2-(1-hydroxyethyl)(5,6-2H2)-1-benzofuran OC(C)C=1OC2=C(C1)C=C(C(=C2)[2H])[2H]